2-(4-acetyl-2-fluorophenyl)acetic acid C(C)(=O)C1=CC(=C(C=C1)CC(=O)O)F